NC1=C(C=CC=C1CN)C=1C=C2C(=NN(C2=CC1)C(C)C)COC1=C(C=CC=C1)CC(=O)OCC ethyl 2-(2-((5-(2-amino-3-(aminomethyl)phenyl)-1-isopropyl-1H-indazol-3-yl)methoxy)phenyl)acetate